C(C)C(=C(C1=CC=CC=C1)C)CC diethyl-α-methylstyrene